2-butoxy-5-((2-(trimethylsilyl)ethoxy)methyl)-5H-pyrrolo[3,2-d]pyrimidin-4-amine C(CCC)OC=1N=C(C2=C(N1)C=CN2COCC[Si](C)(C)C)N